C1(=CC(=CC=C1)N1CNS(C2=C1C=CN=C2)(=O)=O)C 4-(3-tolyl)-3,4-dihydro-2H-pyrido[4,3-e]-1,2,4-thiadiazine-1,1-dioxide